4,5-diphenyl-4,5-dihydrooxazol C1(=CC=CC=C1)C1N=COC1C1=CC=CC=C1